3-(2-methyl-1-oxoisoquinolin-4-yl)benzenesulfonamide CN1C(C2=CC=CC=C2C(=C1)C=1C=C(C=CC1)S(=O)(=O)N)=O